C(#N)C=1C=C2C(=NN(C2=CC1)C1OCCCC1)C(=O)N 5-cyano-1-(tetrahydro-2H-pyran-2-yl)-1H-indazole-3-carboxamide